(S)-3-(4-(3-(2-chlorophenyl)-2-(3-methylisoxazole-4-carboxamido)propanamido)phenyl)-2,4-dimethylpyridine 1-oxide ClC1=C(C=CC=C1)C[C@@H](C(=O)NC1=CC=C(C=C1)C=1C(=[N+](C=CC1C)[O-])C)NC(=O)C=1C(=NOC1)C